COC1=CC=C(C=C1)N1N=NC(=C1)CO [1-(4-methoxy-phenyl)-1H-[1,2,3]Triazol-4-yl]Methanol